C(C1=CC=CC=C1)(=O)C=1C(OC2=CC(=CC(=C2C1)OC)OC)=O 3-benzoyl-5,7-dimethoxycoumarin